N-{6-[(Benzo[1,3]dioxol-5-ylmethyl)-amino]-2-pyrrolidin-1-yl-pyridin-3-yl}-3,3-dimethyl-butyramide O1COC2=C1C=CC(=C2)CNC2=CC=C(C(=N2)N2CCCC2)NC(CC(C)(C)C)=O